ClC1=C(C(N(C=C1)C1=NC=C(C(=C1)N1C(C=C(C=C1C)OCC1=NC=C(C=C1F)C1CC1)=O)C)=O)C(C)(C)O chloro-4''-((3-fluoro-5-cyclopropylpyridin-2-yl)methoxy)-3-(2-hydroxypropan-2-yl)-5',6''-dimethyl-2H,2''H-[1,2':4',1''-terpyridin]-2,2''-dione